C(C)OC(CC=1N(C2=CC=CC=C2C1C(C=C)C1=CC=CC=C1)C)=O 2-(1-methyl-3-(1-phenylallyl)-1H-indol-2-yl)acetic acid ethyl ester